ethyl (2R,3R)-2-[(5-bromo-3-nitro-2-pyridyl)oxy]-3-(tert-butoxycarbonylamino)-3-phenyl-propanoate BrC=1C=C(C(=NC1)O[C@@H](C(=O)OCC)[C@@H](C1=CC=CC=C1)NC(=O)OC(C)(C)C)[N+](=O)[O-]